2-[3,5-bis(trifluoromethyl)phenyl]acetic acid FC(C=1C=C(C=C(C1)C(F)(F)F)CC(=O)O)(F)F